OC[C@H]1N([C@H](CC1)CO)C1=NC(=NC(=N1)N1CCOCC1)C1=CC=C(C=C1)NC(=O)NC=1C=C2COC(C2=CC1)=O 1-(4-(4-((2s,5r)-2,5-bis(hydroxymethyl)pyrrolidin-1-yl)-6-morpholino-1,3,5-triazin-2-yl)phenyl)-3-(1-oxo-1,3-dihydroisobenzofuran-5-yl)urea